C(CCC)N1C(N(C(C(C1=O)=C(N)N)=O)C1CCC(CC1)(C)CN1C(NC(C1)(C)C)=O)=O Butyl-5-(diaminomethylene)-3-(4-((4,4-dimethyl-2-oxoimidazolidin-1-yl)methyl)-4-methylcyclohexyl)pyrimidine-2,4,6(1H,3H,5H)-trione